dimethyl 2-[(5-dodecyl-2-furanyl)methyl]propanedioate C(CCCCCCCCCCC)C1=CC=C(O1)CC(C(=O)OC)C(=O)OC